2-((((2-methyl-2H-tetrazol-5-yl)methyl)thio)methyl)-6-(trifluoromethyl)nicotinic acid CN1N=C(N=N1)CSCC1=C(C(=O)O)C=CC(=N1)C(F)(F)F